N-(4-(8-(1,1-difluoro-propan-2-yl)-2-(((3S,5S)-5-fluoro-piperidin-3-yl)amino)-7-oxo-7,8-dihydro-pyrido[2,3-d]pyrimidin-6-yl)-2,3-difluorophenyl)-1-phenylmethanesulfonamide FC(C(C)N1C(C(=CC2=C1N=C(N=C2)N[C@@H]2CNC[C@H](C2)F)C2=C(C(=C(C=C2)NS(=O)(=O)CC2=CC=CC=C2)F)F)=O)F